C(CCCC)OC(C=C)=O n-amylacrylate